ethyl (7R)-7-[4-(2-nitrobenzene-1-sulfonyl)piperazin-1-yl]-4,5,6,7-tetrahydro-2H-pyrazolo[4,3-b]pyridine-3-carboxylate [N+](=O)([O-])C1=C(C=CC=C1)S(=O)(=O)N1CCN(CC1)[C@H]1C=2C(NCC1)=C(NN2)C(=O)OCC